N1=CC(=CC=C1NC(CCC(=O)N1C=2N(C[C@H](C1)C)N=C(C2)C)=O)C=2C=NC=CC2 (S)-N-([3,3'-bipyridin]-6-yl)-4-(2,6-dimethyl-6,7-dihydropyrazolo[1,5-a]pyrimidin-4(5H)-yl)-4-oxobutanamide